3-{[(2S,5R)-2-[(4-methanesulfonylphenoxy)methyl]-octahydroindolizin-5-yl]methyl}-5-chlorobenzonitrile CS(=O)(=O)C1=CC=C(OC[C@H]2CC3CCC[C@@H](N3C2)CC=2C=C(C#N)C=C(C2)Cl)C=C1